2-[(2-bromophenyl)thio]-5-phenyl-1H-pyrrole-3-carbonitrile BrC1=C(C=CC=C1)SC=1NC(=CC1C#N)C1=CC=CC=C1